2-(4-(((6-((2,6-dichlorobenzyl)(methyl)amino)-5-fluoropyrimidin-4-yl)amino)methyl)-3-hydroxypiperidin-1-yl)acetamide ClC1=C(CN(C2=C(C(=NC=N2)NCC2C(CN(CC2)CC(=O)N)O)F)C)C(=CC=C1)Cl